FC(C(=O)[O-])(F)F.FC(C1=NN=C(O1)C=1C=CC(=NC1)N1CCC2(C[NH2+]C2)CC1)F 7-(5-(5-(difluoromethyl)-1,3,4-oxadiazol-2-yl)pyridin-2-yl)-2,7-diazaspiro[3.5]nonan-2-ium trifluoroacetate